9,9-bis(4-cyano-phenoxyphenyl)xanthene C(#N)C1=CC=C(OC2=C(C=CC=C2)C2(C3=CC=CC=C3OC=3C=CC=CC23)C2=C(C=CC=C2)OC2=CC=C(C=C2)C#N)C=C1